C(#N)[Fe-2](N=O)(C#N)(C#N)(C#N)C#N pentacyanonitrosyl-iron(III)